3-(4-(2-((4-(azetidin-3-yl)phenyl)amino)-5-methylpyrimidin-4-yl)-1H-pyrazol-1-yl)propanenitrile hydrochloride Cl.N1CC(C1)C1=CC=C(C=C1)NC1=NC=C(C(=N1)C=1C=NN(C1)CCC#N)C